N-hydroxy-7-((coumarin-4-yl)oxy)heptanamide ONC(CCCCCCOC1=CC(OC2=CC=CC=C12)=O)=O